C1(=CC=CC=C1)[C-]1C=CC=C1.C(C)(C)(C)P([C-]1C(=C(C(=C1C1=CC=CC=C1)C1=CC=CC=C1)C1=CC=CC=C1)C1=CC=CC=C1)C(C)(C)C.[Fe+2] pentaphenyl-1-(di-tert-butylphosphino)ferrocene